[3-(5-bromo-6-fluoro-2-iodo-1H-indol-3-yl)-2,2-dimethyl-propoxy]-tert-butyl-diphenyl-silane BrC=1C=C2C(=C(NC2=CC1F)I)CC(CO[Si](C1=CC=CC=C1)(C1=CC=CC=C1)C(C)(C)C)(C)C